ClCC1=CC=C(C=C1)C=1N(C=C(N1)C(F)(F)F)CCF 2-(4-(chloromethyl)phenyl)-1-(2-fluoroethyl)-4-(trifluoromethyl)-1H-imidazole